5-pyrrolidin-3-yl-1H-indazole-7-carboxamide N1CC(CC1)C=1C=C2C=NNC2=C(C1)C(=O)N